FC(CNS(=O)(=O)C1=C(C=C(C=C1C)C(C)C)C)C1=C(C=CC=C1)C N-[2-fluoro-2-(2-methylphenyl)ethyl]-2,6-dimethyl-4-(propan-2-yl)benzene-1-sulfonamide